C1(CC1)N1C=C(C(C2=CC(=C(C(=C12)OC)N1CC(N(CC1)CCCCOC1=CC=C(C=C1)[C@H](CN(C(C)=O)C)O)C)F)=O)C(=O)O 1-Cyclopropyl-6-fluoro-7-(4-(4-(4-((R)-1-hydroxy-2-(N-methylacetamido)ethyl)phenoxy)butyl)-3-methylpiperazin-1-yl)-8-methoxy-4-oxo-1,4-dihydroquinoline-3-carboxylic acid